N-(1,3,4-trihydroxyoctadecan-2-yl)palmitamide OCC(C(C(CCCCCCCCCCCCCC)O)O)NC(CCCCCCCCCCCCCCC)=O